ClC1([C@H]([C@@H]1C1=CC(=CC(=C1)Cl)Cl)C(=O)NC1=CC(=CC=C1)NC(COC)=O)Cl |r| trans-rac-2,2-Dichloro-3-(3,5-dichlorophenyl)-N-(3-(2-methoxyacetamido)phenyl)cyclopropane-1-carboxamide